3-(2-hydroxyethyl)pyrrolidine OCCC1CNCC1